1-(4-fluoro-2-isopropylphenyl)-3-(6-methoxy-2,4-dimethylpyridin-3-yl)-7-(trifluoromethyl)-2,3-dihydroquinazolin-4(1H)-one FC1=CC(=C(C=C1)N1CN(C(C2=CC=C(C=C12)C(F)(F)F)=O)C=1C(=NC(=CC1C)OC)C)C(C)C